Isopropyl (1R,4R,8S)-3-oxo-8-phenyl-2-oxabicyclo[2.2.2]oct-5-ene-4-carboxylate O=C1O[C@H]2C=C[C@@]1([C@@H](C2)C2=CC=CC=C2)C(=O)OC(C)C